aluminum hydroxide, cesium salt [Cs+].[OH-].[Al+3].[OH-].[OH-].[OH-]